C(C1=CC=CC=C1)(=O)N1C(NC=C(C1=O)F)=O 3-benzoyl-5-fluoropyrimidine-2,4(1H,3H)-dione